N1=CN=C(C=C1)N1CC2=C(CC1)N=C(S2)N 4,5,6,7-tetrahydro-5-(4-pyrimidinyl)-thiazolo[5,4-c]pyridin-2-amine